FC1=C(C=CC(=C1)C=1C=NNC1)C1CCN(CC1)C(=O)NCC(C)(C)O 4-(2-fluoro-4-(1H-pyrazol-4-yl)phenyl)-N-(2-hydroxy-2-methylpropyl)piperidine-1-carboxamide